N-(prop-2-yn-1-yl)-5-((3-(trifluoromethyl)benzyl)thio)-1,2,3,4-tetrahydronaphthalen-1-amine C(C#C)NC1CCCC2=C(C=CC=C12)SCC1=CC(=CC=C1)C(F)(F)F